Cyclopentyl-methanoic acid C1(CCCC1)C(=O)O